tert-butyl N-[cis-4-[(3S)-3-(3-cyano-5-fluorophenyl)isoxazolidine-2-carbonyl]cyclohexyl]carbamate C(#N)C=1C=C(C=C(C1)F)[C@H]1N(OCC1)C(=O)[C@H]1CC[C@H](CC1)NC(OC(C)(C)C)=O